(S)-6-((2-((1-(5-(2-(diisopropylcarbamoyl)-4-fluorophenoxy)pyrimidine-4-yl)pyrrolidin-3-yl)methyl)-2,7-diazaspiro[3.5]nonan-7-yl)sulfonyl)-2,6-diazaspiro[3.3]heptane C(C)(C)N(C(=O)C1=C(OC=2C(=NC=NC2)N2C[C@@H](CC2)CN2CC3(C2)CCN(CC3)S(=O)(=O)N3CC2(CNC2)C3)C=CC(=C1)F)C(C)C